butyl 4-(8-((4-([1,2,4]triazolo[1,5-a]pyridin-7-yloxy)-3-methylphenyl)amino)-7-cyano-1,5-naphthyridin-2-yl)-3,6-dihydropyridine-1(2H)-carboxylate N=1C=NN2C1C=C(C=C2)OC2=C(C=C(C=C2)NC=2C(=CN=C1C=CC(=NC21)C=2CCN(CC2)C(=O)OCCCC)C#N)C